3-((3-(5-amino-2-(4-fluorophenyl)pyridin-4-yl)-1H-pyrazol-1-yl)methyl)-N-methylbenzamide NC=1C(=CC(=NC1)C1=CC=C(C=C1)F)C1=NN(C=C1)CC=1C=C(C(=O)NC)C=CC1